FC1=CC=2C(NN=C3C(C(NC(=C1)C32)C3=CC=C(C=C3)F)C=3N(N=CN3)C)=O 7-fluoro-11-(4-fluorophenyl)-12-(2-methyl-1,2,4-triazol-3-yl)-2,3,10-triazatricyclo[7.3.1.05,13]trideca-1,5(13),6,8-tetraen-4-one